FC1=CC=C(C=C1)N1C=2C=CC=CC2CC2=CC=CC=C12 10-(4-fluorophenyl)-9,10-dihydro-acridine